C(C)(C)(C)OC(=O)N1[C@H](C[C@@H](C1)C1=CC=CC=C1)C(N[C@H](C(=O)NCC1=C(C(=CC(=C1)Cl)Cl)O)C)=O (2R,4R)-2-(((S)-1-((3,5-dichloro-2-hydroxybenzyl)amino)-1-oxopropan-2-yl)carbamoyl)-4-phenylpyrrolidine-1-carboxylic acid tert-butyl ester